The molecule is an arenesulfonic acid that is benzoic acid substituted by a hydroxy at position C-2 and a sulfo group at C-5. It has a role as a metabolite. It is an arenesulfonic acid, a member of benzoic acids and a member of phenols. It derives from a benzoic acid and a phenol. C1=CC(=C(C=C1S(=O)(=O)O)C(=O)O)O